4-(trifluoromethyl)phenylethanone ethyl-3-(3-((4-methyl-4H-1,2,4-triazol-3-yl)methyl)oxetan-3-yl)benzoate C(C)OC(C1=CC(=CC=C1)C1(COC1)CC1=NN=CN1C)=O.FC(C1=CC=C(C=C1)C(C)=O)(F)F